1-(3,4-dimethoxyphenyl)-2-(3-(dimethylamino)propyl)-7-ethyl-1,2-dihydrochromeno[2,3-c]pyrrole-3,9-dione COC=1C=C(C=CC1OC)C1C2=C(C(N1CCCN(C)C)=O)OC=1C=CC(=CC1C2=O)CC